CC1=C(C=CC=C1C)N1CCN(CC1)C(CN1N=C(C2=C1CCC2)C(=O)N2CCC(CC2)(CO)F)=O 1-[4-(2,3-dimethylphenyl)piperazin-1-yl]-2-{3-[4-fluoro-4-(hydroxymethyl)piperidine-1-carbonyl]-5,6-dihydrocyclopenta[c]pyrazol-1(4H)-yl}ethan-1-one